1-[3-chloro-5-(trifluoromethyl)-2-pyridyl]-1,4-diazepane ClC=1C(=NC=C(C1)C(F)(F)F)N1CCNCCC1